ClC=1C(=NC(=CN1)SC1=C(C(=NC=C1)NCC1=CC=C(C=C1)OC)Cl)N 3-chloro-6-((3-chloro-2-((4-methoxybenzyl)amino)pyridin-4-yl)thio)pyrazin-2-amine